silver(I) acetylene C#C.[Ag+]